(S)-5-(4-bromophenyl)-1-((S)-2-hydroxy-1-phenylethyl)piperidine BrC1=CC=C(C=C1)[C@@H]1CCCN(C1)[C@H](CO)C1=CC=CC=C1